1,3-disulfoimidazolium chloride [Cl-].S(=O)(=O)(O)N1C=[N+](C=C1)S(=O)(=O)O